(R)-3-((3-(1-aminopropan-2-yl)phenyl)amino)-6-ethyl-5-isopropylpyrazine-2-carboxamide NC[C@H](C)C=1C=C(C=CC1)NC=1C(=NC(=C(N1)C(C)C)CC)C(=O)N